OCC1(CCCC1)N 1-(hydroxymethyl)cyclopentylamine